(S)-1-(1-benzyl-7-fluoro-3-methyl-2-oxo-1,2,3,4-tetrahydroquinolin-6-yl)-3-(tert-butyl)urea C(C1=CC=CC=C1)N1C([C@H](CC2=CC(=C(C=C12)F)NC(=O)NC(C)(C)C)C)=O